3-(4-(4,4-Dimethylpiperidin-1-yl)phenyl)-4,6-difluoro-5-hydroxy-1-(hydroxymethyl)-1H-benzo[d]imidazol-2(3H)-one CC1(CCN(CC1)C1=CC=C(C=C1)N1C(N(C2=C1C(=C(C(=C2)F)O)F)CO)=O)C